(E)-3-(4-aminobutyl)-6α-hydroxyandrost-2-en-17-one hydroiodide I.NCCCCC=1CC2[C@H](C[C@H]3[C@@H]4CCC([C@@]4(C)CC[C@@H]3[C@]2(CC1)C)=O)O